CN(C)CC1(CC1)COC1=NC2=C(C(=C(C=C2C(=N1)N1CCOCC(C1)(O)C)F)C1=CC(=CC2=CC=C(C(=C12)C#C[Si](C(C)C)(C(C)C)C(C)C)F)O)F 4-(2-((1-((dimethylamino)methyl)cyclopropyl)methoxy)-6,8-difluoro-7-(7-fluoro-3-hydroxy-8-((triisopropylsilyl)ethynyl)naphth-1-yl)quinazolin-4-yl)-6-methyl-1,4-oxaazepan-6-ol